sodium 2-methyl-2-[(1-oxo-2-propen-1-yl)amino]-1-propanesulfonate CC(CS(=O)(=O)[O-])(C)NC(C=C)=O.[Na+]